FC(C=1C(=CN(C(C1)=O)C)C(=O)NC1=C(C=C(C(=C1)C=1C=NC(=NC1)N1C[C@H](O[C@H](C1)C)C)F)N1C[C@H](N(CC1)C)C)F |r| 4-(difluoromethyl)-N-[4-fluoro-5-[2-[rac-(2R,6S)-2,6-dimethylmorpholin-4-yl]pyrimidin-5-yl]-2-[rac-(3R)-3,4-dimethylpiperazin-1-yl]phenyl]-1-methyl-6-oxopyridine-3-carboxamide